N1CC(C1)CN1C(C(=CC=C1)C(=O)N[C@H](C(=O)N[C@@H](CC(=O)O)C=1C=C(C=C(C1F)F)C1=C(C=C(C=C1C)C)C)CC(C)C)=O (3S)-3-[(2S)-2-({1-[(azetidin-3-yl)methyl]-2-oxo-1,2-dihydropyridin-3-yl}formamido)-4-methylpentanamido]-3-{4,5-difluoro-2',4',6'-trimethyl-[1,1'-biphenyl]-3-yl}propanoic acid